tert-butyl 4-(1-hydroxypyrazol-3-yl)-2-methyl-piperidine-1-carboxylate ON1N=C(C=C1)C1CC(N(CC1)C(=O)OC(C)(C)C)C